4-((4-bromophenyl)(hydroxy)methyl)benzonitrile BrC1=CC=C(C=C1)C(C1=CC=C(C#N)C=C1)O